C(#N)C1=CC2=C(CN(CC2C2=C(C=CC=C2)C=2C(=NNC2)C(F)(F)F)C(=O)OC(C)(C)C)S1 tert-Butyl 2-cyano-4-(2-(3-(trifluoromethyl)-1H-pyrazol-4-yl)phenyl)-4,7-dihydrothieno[2,3-c]pyridine-6(5H)-carboxylate